FC1=C(C=C(C=C1)[N+](=O)[O-])S(=O)(=O)C 1-Fluoro-2-(methylsulfonyl)-4-nitrobenzene